2-(3-ethylsulfonyl-6-iodo-imidazo[1,2-a]pyridin-2-yl)-3-methyl-6-(trifluoro-methyl)imidazo[4,5-b]pyridine C(C)S(=O)(=O)C1=C(N=C2N1C=C(C=C2)I)C2=NC=1C(=NC=C(C1)C(F)(F)F)N2C